ethyl 4-[(2,4-dimethylphenyl)amino]-6-ethoxy-3-quinolinecarboxylate CC1=C(C=CC(=C1)C)NC1=C(C=NC2=CC=C(C=C12)OCC)C(=O)OCC